N1CCC(CCC1)C=1C(NC2=CC=CC=C2C1)=O 3-(azepan-4-yl)quinolin-2(1H)-one